tert-butyl (S)-2-[2-[(R)-2-methylmorpholine-4-carbonyl]-6-(3-methyl-1H-pyrrolo[2,3-b]pyridin-5-yl)-1,2,3,4-tetrahydroisoquinolin-8-yl]pyrrolidine-1-carboxylate C[C@@H]1CN(CCO1)C(=O)N1CC2=C(C=C(C=C2CC1)C=1C=C2C(=NC1)NC=C2C)[C@H]2N(CCC2)C(=O)OC(C)(C)C